FC(C=1C=C(C=CC1F)C=1C=C2C(=NC1)C(=NN2)C)F 6-(3-(difluoromethyl)-4-fluorophenyl)-3-methyl-1H-pyrazolo[4,3-b]pyridine